FC1=C2CCNC2=CC(=C1C1CCC(CC1)N(C(OC(C)(C)C)=O)C)F tert-butyl N-[4-(4,6-difluoroindolin-5-yl) cyclohexyl]-N-methyl-carbamate